ClC1=CC(=C(C(=N1)NC1COC1)N)C 6-chloro-4-methyl-N2-(oxetan-3-yl)pyridine-2,3-diamine